methyl 4-((S)-1-((R)-1-(3-bromobenzyl)pyrrolidine-2-carboxamido)ethyl)benzoate BrC=1C=C(CN2[C@H](CCC2)C(=O)N[C@@H](C)C2=CC=C(C(=O)OC)C=C2)C=CC1